5-chloro-7-fluoro-3,4-dihydronaphthalen-1(2H)-one ClC1=C2CCCC(C2=CC(=C1)F)=O